2-[4-(N-methyl-4-propan-2-yloxyanilino)phenoxy]pyrido[3,4-d]pyrimidin-4-ol CN(C1=CC=C(C=C1)OC(C)C)C1=CC=C(OC=2N=C(C3=C(N2)C=NC=C3)O)C=C1